[4-({(1R,3R,4S)-3-({[tert-Butyl(dimethyl)silyl]oxy}methyl)-4-[(triisopropylsilyl)oxy]cyclopentyl}amino)pyrimidin-5-yl]{5-chloro-4-[(R)-1-hydroxyethyl]-2-thienyl}methanone [Si](C)(C)(C(C)(C)C)OC[C@H]1C[C@H](C[C@@H]1O[Si](C(C)C)(C(C)C)C(C)C)NC1=NC=NC=C1C(=O)C=1SC(=C(C1)[C@@H](C)O)Cl